tert-butyl (R)-(1-(5-(3-cyanooxetan-3-yl)pyridin-2-yl)piperidin-3-yl)(cyclobutylmethyl)carbamate C(#N)C1(COC1)C=1C=CC(=NC1)N1C[C@@H](CCC1)N(C(OC(C)(C)C)=O)CC1CCC1